benzyl (2-(3-(8-methoxy-3-neopentyl-4-oxo-3,4-dihydroquinazolin-2-yl)-1-methylpiperidin-2-yl)ethyl)carbamate COC=1C=CC=C2C(N(C(=NC12)C1C(N(CCC1)C)CCNC(OCC1=CC=CC=C1)=O)CC(C)(C)C)=O